NCC(=O)N1CCN(CC1)C(C1=C(C=C(C=C1C)NC=1C=2N(C=CN1)C(=CN2)C=2C(=NN(C2)CC(F)F)C(F)(F)F)F)=O 2-amino-1-(4-(4-((3-(1-(2,2-difluoroethyl)-3-(trifluoromethyl)-1H-pyrazol-4-yl)imidazo[1,2-a]pyrazin-8-yl)amino)-2-fluoro-6-methylbenzoyl)piperazin-1-yl)ethan-1-one